(S)-1-(2-(N-((5-(5-(difluoromethyl)-1,3,4-oxadiazol-2-yl)pyridin-2-yl)methyl)-N-phenylsulfamoyl)ethyl)pyrrolidine-2-carboxamide FC(C1=NN=C(O1)C=1C=CC(=NC1)CN(S(=O)(=O)CCN1[C@@H](CCC1)C(=O)N)C1=CC=CC=C1)F